BrCCCCCCC(=O)OCCCCCCCC 1-octyl 7-bromoheptanoate